tert-butyl N-[trans-4-[(3S)-3-(4-chlorophenyl)isoxazolidine-2-carbonyl]cyclohexyl]carbamate ClC1=CC=C(C=C1)[C@H]1N(OCC1)C(=O)[C@@H]1CC[C@H](CC1)NC(OC(C)(C)C)=O